3,3-dimethyl-2-oxo-5-(trifluoromethyl)indolin CC1(C(NC2=CC=C(C=C12)C(F)(F)F)=O)C